rel-4-(2-{6-[(3R,5S)-5-Cyclobutylmorpholin-3-yl]-1-oxo-3H-isoindol-2-yl}-6-cyclopropylpyridin-4-yl)-3-(4-methyl-1,2,4-triazol-3-yl)benzonitrile C1(CCC1)[C@H]1COC[C@H](N1)C1=CC=C2CN(C(C2=C1)=O)C1=NC(=CC(=C1)C1=C(C=C(C#N)C=C1)C1=NN=CN1C)C1CC1 |o1:4,8|